BrC1=CC=C(COC2=C(C3=CC=CC=C3C=C2)C=O)C=C1 ((4-bromobenzyl)oxy)-1-naphthaldehyde